(8E)-11-chloro-8-undecenyl acetate C(C)(=O)OCCCCCCC\C=C\CCCl